4-fluoro-N-[(1S)-2-hydroxy-1-[3-(5-methoxy-1H-indol-3-yl)-1,2,4-oxadiazol-5-yl]ethyl]benzamide FC1=CC=C(C(=O)N[C@@H](CO)C2=NC(=NO2)C2=CNC3=CC=C(C=C23)OC)C=C1